N-(4-(3-amino-7-(5-(cyclopropanecarboxamido)pyridin-2-yl)-1H-pyrazolo[4,3-c]pyridin-4-yl)benzyl)-5-fluoro-2-methoxybenzamide NC1=NNC2=C1C(=NC=C2C2=NC=C(C=C2)NC(=O)C2CC2)C2=CC=C(CNC(C1=C(C=CC(=C1)F)OC)=O)C=C2